Ethyl 3-(1,2,3,4-tetrahydroisoquinolin-5-yl)butanoate hydrochloride Cl.C1NCCC2=C(C=CC=C12)C(CC(=O)OCC)C